BrC1=C(C=CC=C1)C(C#N)OCCCBr 2-(2-bromophenyl)-2-(3-bromopropyloxy)acetonitrile